C(C1=CC=CC=C1)OC1(C2=NN=C(C=3C(=CC(=C(N4CCC[C@H]4CC=CCC1)N3)Br)N)O2)C(F)(F)F (12S)-6-(benzyloxy)-18-bromo-6-(trifluoromethyl)-22-oxa-3,4,16,21-tetraazatetracyclo[15.3.1.12,5.012,16]docosa-1(21),2,4,9,17,19-hexaen-20-amine